(R)-5-(6-(isoxazol-3-yl)-6-oxohexyl)-5-(5-(7-methoxy-2-methylquinolin-6-yl)-1H-imidazol-2-yl)pyrrolidin-2-one (2R,3R)-2,3-dihydroxysuccinate O[C@@H](C(=O)O)[C@H](C(=O)O)O.O1N=C(C=C1)C(CCCCC[C@@]1(CCC(N1)=O)C=1NC(=CN1)C=1C=C2C=CC(=NC2=CC1OC)C)=O